C(#N)C=1C=C(C=NC1N1N=CC=N1)NC(=O)C1=C(C(=NS1)C1=CC=CC=2N(N=NC21)C)C2CC2 N-(5-CYANO-6-(2H-1,2,3-TRIAZOL-2-YL)PYRIDIN-3-YL)-4-CYCLOPROPYL-3-(1-METHYL-1H-BENZO[D][1,2,3]TRIAZOL-4-YL)ISOTHIAZOLE-5-CARBOXAMIDE